1-(pyridazin-3-yl)piperidin-3-amine N1=NC(=CC=C1)N1CC(CCC1)N